CC(C)=C1C(NC(O1)=O)=O 5-(1-methylethylidene)-2,4-oxazolidinedione